(E)-alpha-cyano-4-hydroxycinnamic acid C(#N)/C(/C(=O)O)=C\C1=CC=C(C=C1)O